CN1CC(=CC(=C1)B1OC(C(O1)(C)C)(C)C)NC1=NC=C(C=C1)N1CCN(CC1)C1COC1 1-methyl-3-(5-(4-(oxetan-3-yl)piperazin-1-yl)pyridin-2-ylamino)-5-(4,4,5,5-tetramethyl-1,3,2-dioxa-borolan-2-yl)pyridin